3-((1-Cyclopropyl-6-fluoro-1H-benzo[d]imidazol-5-yl)ethynyl)-1-(1-(2-fluoroacryloyl)azetidin-3-yl)-5-(methylamino)-1H-pyrazole-4-carboxamide C1(CC1)N1C=NC2=C1C=C(C(=C2)C#CC2=NN(C(=C2C(=O)N)NC)C2CN(C2)C(C(=C)F)=O)F